(5R)-2-Cyclohexyl-5-methyl-6,7-dihydro-5H-pyrazolo[5,1-b][1,3]oxazine-3-carboxylic acid C1(CCCCC1)C1=NN2C(O[C@@H](CC2)C)=C1C(=O)O